C(C1=CC=CC=C1)OC1=C(C(=NC(=C1)C)C1=C(C=C(C(=C1)F)C(F)(F)F)OC1=C(C(=C(C=C1)F)F)OC)S(=O)(C)=N [4-Benzyloxy-2-[2-(3,4-difluoro-2-methoxy-phenoxy)-5-fluoro-4-(trifluoromethyl)phenyl]-6-methyl-3-pyridyl]-imino-methyl-oxo-λ6-sulfane